C1=CC=C2C(=C1)C(=CN2)C[C@@H](C(=O)O)NC(=O)CCl N-Chloroacetyl-L-tryptophan